C(=O)(O)CCCN1C(=O)N(C(=O)N(C1=O)CCCC(=O)O)CCCC(=O)O 1,3,5-tris(carboxypropyl)isocyanuric acid